N-(4-ethylpyridin-2-yl)-1H-indol-5-amine C(C)C1=CC(=NC=C1)NC=1C=C2C=CNC2=CC1